1-(p-nitrophenyl)-1-trimethylsiloxyethylene [N+](=O)([O-])C1=CC=C(C=C1)C(=C)O[Si](C)(C)C